4-oxohexahydrocyclopenta[c]pyrrole-2-carboxylic acid tert-butyl ester C(C)(C)(C)OC(=O)N1CC2C(C1)C(CC2)=O